C(#N)C=1C=CC(=C2C=CC=NC12)N1CC2(CC2(C1)C(F)(F)F)C(=O)NNC(=O)C1CCN(CC1)C 3-(8-cyanoquinolin-5-yl)-N'-(1-methylpiperidine-4-carbonyl)-5-(trifluoromethyl)-3-azabicyclo[3.1.0]Hexane-1-carbohydrazide